(S)-2-(2-fluoro-4-(pyrrolidin-2-yl)phenyl)-9H-benzo[d]imidazo[1,2-a]imidazole-7-carboxamide dihydrochloride Cl.Cl.FC1=C(C=CC(=C1)[C@H]1NCCC1)C=1N=C2N(C3=C(N2)C=C(C=C3)C(=O)N)C1